FC1=C(C=CC(=C1)OC1=NN(C=C1)C=1C=NC(=C(C1)F)C)NC1=NC=NC2=CC(=C(C=C12)NC1CCN(CC1)C(C=C)=O)OC 1-(4-((4-((2-fluoro-4-((1-(5-fluoro-6-methylpyridin-3-yl)-1H-pyrazol-3-yl)oxy)phenyl)amino)-7-methoxyquinazolin-6-yl)amino)piperidin-1-yl)prop-2-en-1-one